oxalic acid sulfate S(=O)(=O)(O)O.C(C(=O)O)(=O)O